4-{[(1R)-1-(3-cyanophenyl)ethyl]amino}-2-methylpyrido[3,4-d]pyrimidin C(#N)C=1C=C(C=CC1)[C@@H](C)NC=1C2=C(N=C(N1)C)C=NC=C2